2'-Chloro-N-(5-(6-chloro-5-(difluoromethyl)picolinoyl)-5,6-dihydro-4H-pyrrolo[3,4-d]thiazol-2-yl)-5'-methoxy-6-methyl-[4,4'-bipyridine]-3-carboxamide ClC1=NC=C(C(=C1)C1=C(C=NC(=C1)C)C(=O)NC=1SC2=C(N1)CN(C2)C(C2=NC(=C(C=C2)C(F)F)Cl)=O)OC